1,1-difluoro-5-(4-fluorophenyl)-3-methylpentane-2-one FC(C(C(CCC1=CC=C(C=C1)F)C)=O)F